C1(CCC1)COC1=CC=C(N=N1)NC([C@H](C)N1C[C@@H](C(CC1)(F)F)C1=CNC(C=C1)=O)=O (S)-N-(6-(cyclobutylmethoxy)pyridazin-3-yl)-2-((S)-4,4-difluoro-3-(6-oxo-1,6-dihydropyridin-3-yl)piperidin-1-yl)propionamide